CN1N=C2C(C(N(C3=C(C=CC=C23)N)C)([2H])[2H])=N1 2,5-dimethyl-4,5-dihydro-2H-[1,2,3]triazolo[4,5-c]quinolin-4,4-d2-6-amine